FC(C1=NN=C(O1)C1=CN=C(S1)CN1C([C@@H](CC2=CC=NC=C12)C)=O)F (3R)-1-({5-[5-(difluoromethyl)-1,3,4-oxadiazol-2-yl]-1,3-thiazol-2-yl}methyl)-3-methyl-1,2,3,4-tetrahydro-1,7-naphthyridin-2-one